6-chloro-N-[(2R,4R)-2-methyltetrahydro-2H-pyran-4-yl]-3-nitroquinolin-4-amine ClC=1C=C2C(=C(C=NC2=CC1)[N+](=O)[O-])N[C@H]1C[C@H](OCC1)C